CC1=CC=C(C=N1)NC(=O)C=1C=2C[C@@H]3[C@H](C2N(N1)C1=C(C=C(C=C1)F)F)C3 (1aR,5aR)-2-(2,4-Difluoro-phenyl)-1a,2,5,5a-tetrahydro-1H-2,3-diaza-cyclopropa[a]pentalene-4-carboxylic acid (6-methyl-pyridin-3-yl)-amide